FC=1C=C(C2=C(C=C(O2)C(=O)N)C1)N1CCN(CC1)CCC1=CC=C2CCC(NC2=C1)=O 5-fluoro-7-(4-(2-(2-oxo-1,2,3,4-tetrahydroquinolin-7-yl)ethyl)piperazin-1-yl)benzofuran-2-carboxamide